FC1=NC=CC(=C1)C1=C(N(C2=NC=C(C=C21)C2=CC=C(CN1CC(CCC1)O)C=C2)S(=O)(=O)C2=CC=C(C)C=C2)COC 1-(4-(3-(2-fluoropyridin-4-yl)-2-(methoxymethyl)-1-tosyl-1H-pyrrolo[2,3-b]pyridin-5-yl)benzyl)piperidin-3-ol